NC=1C(=C(C(C#N)=CC1)C#N)OC1=CC=CC=C1 monoaminophenoxyphthalonitrile